[Na].[Na].C(CC(=O)OCC)(=O)OCC diethyl malonate disodium salt